3-(6-(4-((4-Aminopiperidin-1-yl)methyl)benzyl)-2-oxobenzo[cd]indol-1(2H)-yl)piperidine-2,6-dione NC1CCN(CC1)CC1=CC=C(CC=2C=3C4=C(C(N(C4=CC2)C2C(NC(CC2)=O)=O)=O)C=CC3)C=C1